Tert-butyl-4-[3-[2-(cyclopropoxy)-3-pyridyl]-6-methoxy-pyrazolo[1,5-a]pyrimidin-5-yl]piperazine-1-carboxylate C(C)(C)(C)OC(=O)N1CCN(CC1)C1=NC=2N(C=C1OC)N=CC2C=2C(=NC=CC2)OC2CC2